oxybis-(N-methylphthalimide) O(C1=C2C(C(=O)N(C2=O)C)=CC=C1)C1=C2C(C(=O)N(C2=O)C)=CC=C1